2,2-diethyl-6-(5-(pyridin-3-yl)pyrimidin-2-yl)chroman-4-one C(C)C1(OC2=CC=C(C=C2C(C1)=O)C1=NC=C(C=N1)C=1C=NC=CC1)CC